C12NC3CC(CC(C1)C3)(C2)N 2-azatricyclo[3.3.1.13,7]decane-5-amine